3-(3-(7-Chloroimidazo[1,2-a]pyridin-2-yl)-5-thioxo-1,5-dihydro-4H-1,2,4-triazol-4-yl)benzoic acid ClC1=CC=2N(C=C1)C=C(N2)C2=NNC(N2C=2C=C(C(=O)O)C=CC2)=S